tert-butyl (4-(2-((1s,3s)-3-(trifluoromethoxy)cyclobutanecarbonyl)hydrazinecarbonyl)bicyclo[2.1.1]hexan-1-yl)carbamate FC(OC1CC(C1)C(=O)NNC(=O)C12CCC(C1)(C2)NC(OC(C)(C)C)=O)(F)F